FC1=C(CC2=C3N(C=C(N2)C2=CC=CC=C2)C(C(=N3)CC=3OC(=CC3)CC)=O)C=CC=C1F 8-(2,3-Difluorobenzyl)-2-((5-ethylfuran-2-yl)methyl)-6-phenylimidazo[1,2-a]pyrazin-3(7H)-on